ClC1=NC=CC(=C1)NC1=NC=CC(=N1)C=1C(=NC(=NC1)NCC(C)(O)C)CC1CC1 1-[[2-[(2-chloro-4-pyridinyl)amino]-4'-(cyclopropyl-methyl)[4,5'-bipyrimidin]-2'-yl]amino]-2-methyl-2-propanol